(hydroxymethyl)-1-methyl-1,2,3,6-tetrahydropyridine-3-carboxamide OCC1N(CC=CC1C(=O)N)C